C(C)N(CC)CC1=CC2=C(C(N(CCO2)C[C@@H](CN2CC3=CC=CC=C3CC2)O)=O)C=C1 8-(diethylaminomethyl)-4-[(2R)-3-(3,4-dihydro-1H-isoquinolin-2-yl)-2-hydroxy-propyl]-2,3-dihydro-1,4-benzoxazepine-5-one